tert-butyl (2S,6R)-4-((S)-11-chloro-6-oxo-3-(pyridin-3-yl)-10-(trifluoromethyl)-3,4-dihydro-2H,6H-[1,4]thiazepino[2,3,4-ij]quinazolin-8-yl)-2,6-dimethylpiperazine-1-carboxylate ClC1=C(C=C2C(=NC(N3C2=C1SC[C@H](C3)C=3C=NC=CC3)=O)N3C[C@@H](N([C@@H](C3)C)C(=O)OC(C)(C)C)C)C(F)(F)F